ClC1=NC=C(C=C1C(CC(=O)O)(F)F)C(F)(F)F 2-chloro-β,β-difluoro-5-(trifluoromethyl)-3-pyridinepropionic acid